FC=1C=C2N(C3=CC(=C(C=C3NC2=O)CN2CC(C(=CC2)C=2C=NC(=CC2)C(=O)NC)C)F)C1 1'-((2,8-difluoro-4-oxo-4,5-dihydropyrrolo[1,2-a]quinoxalin-7-yl)methyl)-N,3'-dimethyl-1',2',3',6'-tetrahydro-[3,4'-bipyridine]-6-carboxamide